C(OC1=CC=C(C(=C1)C=O)Cl)(OC(C)(C)C)=O 4-chloro-5-formylphenyl tert-butyl carbonate